N-(3-chloro-4-hydroxyphenyl)acetamide CC(=O)NC1=CC(=C(C=C1)O)Cl